NC=1C=CC=2C(C=3N=C(N=CC3C2C1)C(F)(F)F)=O 6-Amino-2-(trifluoromethyl)-9H-indeno[2,1-d]pyrimidin-9-one